N[C@@H]([C@H](C)O)C1=NN=C(O1)C1(CC(C1)CC(=O)O)NC(=O)N[C@@H](CO)C(=O)O ((1-(5-((1S,2S)-1-amino-2-hydroxypropyl)-1,3,4-oxadiazol-2-yl)-3-(carboxymethyl)cyclobutyl)carbamoyl)-L-serine